[(2R,3S,4R,5R)-5-[4-(cyclopentylamino)-2-(2-pyridylmethoxy)-pyrrolo[2,3-d]pyrimidin-7-yl]-3,4-dihydroxy-tetrahydrofuran-2-yl]-methoxymethylphosphonic acid C1(CCCC1)NC=1C2=C(N=C(N1)OCC1=NC=CC=C1)N(C=C2)[C@H]2[C@@H]([C@@H]([C@@H](O2)C(OC)P(O)(O)=O)O)O